2-[6-(6-bromo-3-methyl-imidazo[4,5-c]pyridin-2-yl)-5-ethylsulfanyl-3-pyridyl]-2-methyl-propanenitrile BrC1=CC2=C(C=N1)N(C(=N2)C2=C(C=C(C=N2)C(C#N)(C)C)SCC)C